1-propyl-di-(3-octyl)phosphine C(CC)P(C(CC)CCCCC)C(CC)CCCCC